C(#C)C=1C=C(C=CC1)[C@H]1CCC2=NN(C(N21)=O)C21CC(C2)(C1)F |r| (±)-5-(3-ethynylphenyl)-2-(3-fluorobicyclo[1.1.1]pentan-1-yl)-2,5,6,7-tetrahydro-3H-pyrrolo[2,1-c][1,2,4]triazol-3-one